Magnesium argon 4-[1-[[4-[2-(3-Fluorophenoxy)ethyl-methyl-amino]tetrahydropyran-4-carbonyl]amino]cyclopropyl]benzoic acid, hydrochloride Cl.FC=1C=C(OCCN(C2(CCOCC2)C(=O)NC2(CC2)C2=CC=C(C(=O)O)C=C2)C)C=CC1.[Ar].[Mg]